C(C)N1C(=CC2=CC=CC=C12)C 1-ethyl-2-methylindole